7-[(cyanomethyl)(methyl)amino]-1-methyl-4-[4-(5-methyl-1,3-benzoxazol-2-yl)piperidin-1-yl]-2-oxo-1,2-dihydroquinoline-3-carbonitrile C(#N)CN(C1=CC=C2C(=C(C(N(C2=C1)C)=O)C#N)N1CCC(CC1)C=1OC2=C(N1)C=C(C=C2)C)C